2-(p-tolyl)ethanol CC1=CC=C(C=C1)CCO